N-[[3-(Dimethylamino)-1-piperidyl]sulfonyl]-6-(3-fluoro-5-isobutoxyphenyl)-2-(2,2,4-trimethylpyrrolidin-1-yl)pyridin-3-carboxamid CN(C1CN(CCC1)S(=O)(=O)NC(=O)C=1C(=NC(=CC1)C1=CC(=CC(=C1)OCC(C)C)F)N1C(CC(C1)C)(C)C)C